C1(CC1)C(=O)C1=CC=C(C=C1)CCOC(C(C)C)=O 2-[4-(cyclopropanecarbonyl)-phenyl]Ethyl-2-methyl-propionate